C(=O)[O-].C(=O)[O-].[Li+].[Li+] lithium diformate